FC(OC[C@H]1[C@@H](CC=2C(=NC(=CC2C2=C(C=C(C=C2)F)F)C(=O)N)O1)C)F |o1:5| (2R,3R) or (2R,3S)-2-((difluoromethoxy)methyl)-5-(2,4-difluorophenyl)-3-methyl-3,4-dihydro-2H-pyrano[2,3-b]pyridine-7-carboxamide